[2H]C=1C(=NC=CC1NC(=O)[C@@H]1O[C@]([C@@H]([C@@H]1C1=C(C(=C(C=C1)F)F)OC)C)(C(F)(F)F)C)C(=O)N 3-Deuterio-4-[[(2R,3R,4R,5R)-3-(3,4-difluoro-2-methoxyphenyl)-4,5-dimethyl-5-(trifluoromethyl)tetrahydrofuran-2-carbonyl]amino]pyridin-2-carboxamid